N1(N=CC=C1)C1=NC=CC=N1 2-(1H-pyrazol-1-yl)pyrimidine